benzyl N-{4-[(26-amino-3,6,9,12,15,18,21,24-octaoxahexacosan-1-yl)oxy]phenyl}carbamate NCCOCCOCCOCCOCCOCCOCCOCCOCCOC1=CC=C(C=C1)NC(OCC1=CC=CC=C1)=O